C(C)(C)(C1=CC=CC=C1)OO alpha-cumyl hydroperoxide